N(=[N+]=[N-])CC12N(CC(C1)C2)CC(C)(C)F (azidomethyl)-2-(2-fluoro-2-methylpropyl)-2-azabicyclo[2.1.1]hexane